3-(piperidin-4-yl)-1,2-oxaboretan-2-ol N1CCC(CC1)C1B(OC1)O